γ-methacryloyl-Oxypropyltrimethoxysilane C(C(=C)C)(=O)OCCC[Si](OC)(OC)OC